CN(CC(=O)NC1=NC=C(C=C1)C=1C=C2C(=C(NC2=CC1)C1=CC(=NC=C1)C)C(C)C)C 2-(dimethylamino)-N-(5-(3-isopropyl-2-(2-methylpyridin-4-yl)-1H-indol-5-yl)pyridin-2-yl)acetamide